(bromomethyl)-5-chloro-3-methyl-3H-imidazo[4,5-b]pyridine BrCC1=NC=2C(=NC(=CC2)Cl)N1C